S1C(=NC2=C1C=CC=C2)C(=O)N2[C@H](C1=C(CC2)NC=N1)C1=NN2C(C=CC=C2)=C1 (R)-benzo[d]thiazol-2-yl(4-(pyrazolo[1,5-a]pyridin-2-yl)-1,4,6,7-tetrahydro-5H-imidazo[4,5-c]pyridin-5-yl)methanone